carbon oxyselenide O=[Se].[C]